O=C1CCC[C@@H](N1)C(=O)O (R)-6-oxopiperidine-2-carboxylic acid